FC(CC1=CC=C(C#N)C=C1)(C)F 4-(2,2-difluoropropyl)benzonitrile